(R)-5-(2,5-dichloro-4-(5-(8-chloro-6-(trifluoromethyl)imidazo[1,2-a]pyridin-2-yl)-1,2,4-oxadiazol-3-yl)phenoxy)piperidin-2-one tosylate salt S(=O)(=O)(O)C1=CC=C(C)C=C1.ClC1=C(O[C@@H]2CCC(NC2)=O)C=C(C(=C1)C1=NOC(=N1)C=1N=C2N(C=C(C=C2Cl)C(F)(F)F)C1)Cl